(S)-10-((5-Chloro-2-((R)-3-(difluoromethyl)piperidin-1-yl)pyrimidin-4-yl)amino)-2-cyclopropyl-3,3-difluoro-7-methyl-1,2,3,4-tetrahydro-[1,4]oxazepino[2,3-c]chinolin-6(7H)-on ClC=1C(=NC(=NC1)N1C[C@@H](CCC1)C(F)F)NC1=CC=2C3=C(C(N(C2C=C1)C)=O)OCC([C@@H](N3)C3CC3)(F)F